CN1N=CC(=C1C1=NC(=NC=C1F)N1CCC(CC1)C(=O)N(CC=1SC=CN1)CC)C 1-(4-(1,4-dimethyl-1H-pyrazol-5-yl)-5-fluoropyrimidin-2-yl)-N-ethyl-N-(thiazol-2-ylmethyl)piperidine-4-carboxamide